ClC=1C=C(NC2(CCC3(C(CC4=CC=CC=C34)CCOC3=C4C(=NC=C3)C=CS4)CC2)C(=O)O)C=CC1 (1r,4r)-4-(3-chloroanilino)-2'-{2-[(thieno[3,2-b]pyridin-7-yl)oxy]ethyl}-2',3'-dihydrospiro[cyclohexane-1,1'-indene]-4-carboxylic acid